6-chloro-3',6'-dihydro-[2,4'-bipyridyl] ClC1=CC=CC(=N1)C=1CC=NCC1